FC(CCC[Si](OCC)(C)C)(F)F trifluoropropyl-trimethyl-(ethoxysilane)